bis(1,1-difluoroethoxy)ethane FC(C)(OC(C)OC(C)(F)F)F